CC=1C=C(C=CC1B1OC(C(O1)(C)C)(C)C)N1S(CCC1)(=O)=O 2-[3-methyl-4-(4,4,5,5-tetramethyl-1,3,2-dioxaborolan-2-yl)phenyl]-1,2-thiazolidine 1,1-dioxide